N-[[(2R,5S)-3-oxo-2-(4-phenoxyphenyl)-1,4-thiazepan-5-yl]methyl]pyridine-2-carboxamide O=C1[C@H](SCC[C@H](N1)CNC(=O)C1=NC=CC=C1)C1=CC=C(C=C1)OC1=CC=CC=C1